CN1CC2CCC(C1)N2C(=O)C=2C=C1C(=NC2)NC=C1C1=CC=C2C(CC3(CCNCC3)OC2=C1)=O 7-(5-(3-methyl-3,8-diazabicyclo[3.2.1]octane-8-carbonyl)-1H-pyrrolo[2,3-b]pyridin-3-yl)spiro[chromane-2,4'-piperidin]-4-one